Benzyl-hydroxyethyl-dimethyl-ammonium chloride acrylate C(C=C)(=O)[O-].[Cl-].C(C1=CC=CC=C1)[N+](C)(C)CCO.C(C1=CC=CC=C1)[N+](CCO)(C)C